C(C1=CC=CC=C1)O[C@H]1[C@@H](O[C@@H]([C@@H]1OCC1=CC=CC=C1)COCC1=CC=CC=C1)C[C@@H]1N([C@@H](OC1=O)C(C)(C)C)C(=O)OCC1=CC=CC=C1 benzyl (2S,4S)-4-(((2S,3S,4S,5R)-3,4-bis(benzyloxy)-5-((benzyloxy) methyl) tetrahydrofuran-2-yl) methyl)-2-(tert-butyl)-5-oxooxazolidine-3-carboxylate